CN(C(/C=C/CC[C@@H](C(=O)NC=1C(N(C=CC1)CC1=NC2=C(N1C(=O)OC(C)(C)C)C=C(C=C2CC(C)(C)C)OC)=O)OC(N(C)C)=O)=O)C tert-butyl (S,E)-2-((3-(7-(dimethylamino)-2-((dimethylcarbamoyl)oxy)-7-oxohept-5-enamido)-2-oxopyridin-1(2H)-yl)methyl)-6-methoxy-4-neopentyl-1H-benzo[d]imidazole-1-carboxylate